ClC1=CC=C(C=N1)CN1C=CC=C2C1=NC(N(C2=O)C2=CC(=CC=C2)OC)=O 8-((6-chloropyridin-3-yl)methyl)-3-(3-methoxyphenyl)pyrido[2,3-d]pyrimidine-2,4(3h,8h)-dione